3,9-bis(2,4-di-tert-butylphenoxy)-2,4,8,10-tetraoxa-3,9-diphospha-spiro[5.5]undecane C(C)(C)(C)C1=C(OP2OCC3(CO2)COP(OC3)OC3=C(C=C(C=C3)C(C)(C)C)C(C)(C)C)C=CC(=C1)C(C)(C)C